4-(naphthalen-1-yl)-N-(4-{8-oxatricyclo[7.4.0.02,7]trideca-1(13),2,4,6,9,11-hexaen-6-yl}phenyl)anilin C1(=CC=CC2=CC=CC=C12)C1=CC=C(NC2=CC=C(C=C2)C=2C=CC=C3C4=CC=CC=C4OC23)C=C1